FC=1C(=NC(N(C1)C=1N=COC1C1=CC(=C(C=C1)C)F)=O)NC 5-Fluoro-1-(5-(3-fluoro-4-methylphenyl)oxazol-4-yl)-4-(methylamino)pyrimidin-2(1H)-one